N-((1R,3R)-3-aminocyclohexyl)-4-(3-methyl-1H-pyrrolo[2,3-b]pyridin-4-yl)-3,4-dihydro-2H-1,4-thiazine-6-carboxamide N[C@H]1C[C@@H](CCC1)NC(=O)C1=CN(CCS1)C1=C2C(=NC=C1)NC=C2C